CC=1C(=NC(=C(C(=O)O)C1)Cl)CBr methyl-6-(bromomethyl)-2-chloronicotinic acid